2-(3-fluorophenyl)-N-(2'-(4-methylpiperidin-1-yl)-[3,4'-bipyridin]-6-yl)acetamide FC=1C=C(C=CC1)CC(=O)NC1=CC=C(C=N1)C1=CC(=NC=C1)N1CCC(CC1)C